5-[7-[2-[tert-butyl(dimethyl)silyl]oxyethyl]-2,7-diazaspiro[4.4]nonan-2-yl]-5-[4-[4-(trifluoromethoxy)phenoxy]phenyl]hexahydropyrimidine-2,4,6-trione [Si](C)(C)(C(C)(C)C)OCCN1CC2(CCN(C2)C2(C(NC(NC2=O)=O)=O)C2=CC=C(C=C2)OC2=CC=C(C=C2)OC(F)(F)F)CC1